COC(=O)C=1C(N(N=C(C1)C1=CC=C(C=C1)Cl)C1=CC(=CC(=C1)Cl)Cl)=O 6-(4-chlorophenyl)-2-(3,5-dichlorophenyl)-3-oxo-2,3-dihydropyridazine-4-carboxylic acid methyl ester